CNC(=O)C1=CC=C(C=C1)C=1N=C2SC3=C(N2C1)C=CC(=C3)C(=O)N[C@H]3[C@H]1CN([C@@H]3C1)C(=O)OC(C)(C)C Tert-butyl (1R,4R,5S)-5-(2-(4-(methylcarbamoyl)phenyl)benzo[d]imidazo[2,1-b]thiazole-7-carboxamido)-2-azabicyclo[2.1.1]hexane-2-carboxylate